C(C)(=O)N1\C(\C(C2=CC=CC=C12)=O)=C/C1=CC(=C(OCC(=O)N)C=C1)OC (Z)-2-(4-((1-acetyl-3-oxoindolin-2-ylidene)methyl)-2-methoxyphenoxy)-acetamide